2-(3-(benzyloxy)-6-methylpyridinoyl)pyrrolidine-1-carboxylic acid tert-butyl ester C(C)(C)(C)OC(=O)N1C(CCC1)C(=O)C1=NC(=CC=C1OCC1=CC=CC=C1)C